3-ethyl-N-butyl-pyridinium trifluoromethanesulfonate FC(S(=O)(=O)[O-])(F)F.C(C)C=1C=[N+](C=CC1)CCCC